4-((4-methoxybenzyl)amino)cyclobut-3-ene-1,2-dione COC1=CC=C(CNC2=CC(C2=O)=O)C=C1